6-(2-(2-oxa-7-azaspiro[3.5]non-7-yl)ethoxy)-4-(5-(6-((6-methoxypyridine-3-yl)methyl)-3,6-diazabicyclo[3.1.1]heptan-3-yl)pyrazin-2-yl)pyrazolo[1,5-a]pyridine-3-Nitrile C1OCC12CCN(CC2)CCOC=2C=C(C=1N(C2)N=CC1C#N)C1=NC=C(N=C1)N1CC2N(C(C1)C2)CC=2C=NC(=CC2)OC